FC(C=1OC(=NN1)C=1SC=C(C1)C)F 2-(difluoromethyl)-5-(4-methylthiophene-2-yl)-1,3,4-oxadiazole